perfluoro-3,6-dioxadecane-1-ol FC(C(OC(C(OC(C(C(C(F)(F)F)(F)F)(F)F)(F)F)(F)F)(F)F)(F)F)(O)F